N1C=C(C2=CC=CC=C12)CC(CCCC)NC(=O)C1=CC=2C(=NC(=CC2S1)N1CCN(CC1)C)C N-(1-(1H-indol-3-yl)hexan-2-yl)-4-methyl-6-(4-methylpiperazin-1-yl)thieno[3,2-c]pyridine-2-carboxamide